CCC[SiH](OCC)CCC bis(3-propyl)ethoxysilane